CC1=CC=C2C=NC(NC2=C1)=O 7-methylquinazolin-2(1H)-one